3-(1-(4-bromophenyl)-2-nitroethyl)-2-methyl-1H-indole BrC1=CC=C(C=C1)C(C[N+](=O)[O-])C1=C(NC2=CC=CC=C12)C